1-((2-(trimethylsilyl)ethoxy)methyl)-1H-indole-6-carboxylate C[Si](CCOCN1C=CC2=CC=C(C=C12)C(=O)[O-])(C)C